3-((1-(4,4-difluoro-3-(3-fluoro-1H-pyrazol-1-yl)butanoyl)-4-hydroxypiperidin-4-yl)methyl)-7-(3-oxo-2,3-dihydro-1H-inden-5-yl)thieno[3,4-d]pyrimidin-4(3H)-one FC(C(CC(=O)N1CCC(CC1)(O)CN1C=NC=2C(C1=O)=CSC2C=2C=C1C(CCC1=CC2)=O)N2N=C(C=C2)F)F